N-[5-(2-{[5-(trifluoromethyl)pyridin-2-yl]amino}ethyl)-1H-indol-3-yl]acetamide tert-Butyl-3-acetamido-5-(2-{[5-(trifluoromethyl)pyridin-2-yl]amino}ethyl)indole-1-carboxylate C(C)(C)(C)OC(=O)N1C=C(C2=CC(=CC=C12)CCNC1=NC=C(C=C1)C(F)(F)F)NC(C)=O.FC(C=1C=CC(=NC1)NCCC=1C=C2C(=CNC2=CC1)NC(C)=O)(F)F